ClC=1C=C2C=NNC2=C(C1)C1(C[C@@H]2[C@@H](CN(C2)C(=O)C2CC2)C1)O ((3aR,5r,6aS)-5-(5-chloro-1H-indazol-7-yl)-5-hydroxyhexahydrocyclopenta[c]pyrrol-2(1H)-yl)(cyclopropyl)methanone